C(C)C1N(CCC(=C1)B1OC(C)(C)C(C)(C)O1)C(=O)OC(C)(C)C ethyl-N-Boc-1,2,5,6-tetrahydropyridine-4-boronic acid pinacol ester